ethyl 2-[3-[(Z)-N-[(R)-tert-butylsulfinyl]-C-methyl-carbonimidoyl]-2-methyl-phenyl]-2,2-difluoroacetate C(C)(C)(C)[S@@](=O)\N=C(\C)/C=1C(=C(C=CC1)C(C(=O)OCC)(F)F)C